CN(C(=O)NC)C N-methyl-3-methyl-N-methyl-urea